ClC=1C(N(C(=CC1O)C)C1=CC(=NC=C1Cl)N1C(C(=CC=C1)C(C)(C)NC(C)=O)=C=O)=C=O N-(2-(3'',5'-dichloro-4''-hydroxy-6''-methyl-2,2''-dicarbonyl-2H,2''H-[1,2':4',1''-terpyridin]-3-yl)propan-2-yl)acetamide